[NH+]=1N[N+](=C2N=CC=CC21)[O-] 1,2,3-triazolo[4,5-b]pyridinium-3-oxid